N1(N=NC=C1)C(C)=O triazole-1-yl-ethanone